The molecule is an alkaloid that is a carbotricyclic compound comprising 5,6,7,9-tetrahydrobenzo[a]heptalene having four methoxy substituents at the 1-, 2-, 3- and 10-positions as well as an oxo group at the 9-position and an acetamido group at the 7-position. It has been isolated from the plants belonging to genus Colchicum. It has a role as a microtubule-destabilising agent and a plant metabolite. It is a carbotricyclic compound, an alkaloid, an aromatic ether and a member of acetamides. CC(=O)NC1CCC2=CC(=C(C(=C2C3=CC=C(C(=O)C=C13)OC)OC)OC)OC